C(C)OC(CCC1=CC=C(C=C1)B(O)O)=C=O 4-(3-ethoxy-3-carbonyl-propyl)phenylboronic acid